7-(4-hydroxybutoxy)-3,4-dihydro-2(1H)-quinolinone OCCCCOC1=CC=C2CCC(NC2=C1)=O